N-{2-[4-(aminosulfonyl)piperazin-1-yl]-5-fluorophenyl}-6-(6-fluoro-2-methoxyphenyl)pyrazine-2-carboxamide NS(=O)(=O)N1CCN(CC1)C1=C(C=C(C=C1)F)NC(=O)C1=NC(=CN=C1)C1=C(C=CC=C1F)OC